C(C)(=O)OCCCCCCCCCCC[Si](OCC)(OCC)OCC 11-acetoxyundecyltriethoxysilane